hydroxymethylaminomethane OCNC